ClC=1C(=CC=C2N=CC(=NC12)C=1C=NN(C1)C1(CCNCC1)CCO)OC=1C=CC2=C(NC(=N2)C)C1 2-(4-(4-(8-chloro-7-((2-methyl-1H-benzo[d]imidazol-6-yl)oxy)quinoxalin-2-yl)-1H-pyrazol-1-yl)piperidin-4-yl)ethanol